4-(5-methyl-1H-indazol-4-yl)-2-(2-(2-propenoyl)-2,6-diazaspiro[3.4]octan-6-yl)-5,6,7,8-tetrahydro-3-quinolinecarbonitrile CC=1C(=C2C=NNC2=CC1)C1=C(C(=NC=2CCCCC12)N1CC2(CN(C2)C(C=C)=O)CC1)C#N